Cl.N1=CC=C(C=C1)C1=CC(=C2CCNCC2=C1)C1=CC=C(C=C1)C(F)(F)F 7-(pyridin-4-yl)-5-(4-(trifluoromethyl)phenyl)-1,2,3,4-tetrahydroisoquinoline hydrochloride